3-(3-(4-ethoxyphenyl)-5-methyl-4-thiazolinonyl)-N-(4-phenylbutyl)benzamide myristyl-triacontanoate zinc 9-octadecenate C(CCCCCCCC=CCCCCCCCC)(=O)[O-].[Zn+2].C(CCCCCCCCCCCCC)OC(CCCCCCCCCCCCCCCCCCCCCCCCCCCCC)=O.C(C)OC1=CC=C(C=C1)N1C(SC(=C1C=1C=C(C(=O)NCCCCC2=CC=CC=C2)C=CC1)C)=O.C(CCCCCCCC=CCCCCCCCC)(=O)[O-]